2-(Furan-2-yl)-1-(2-(4-phenyl-1H-imidazol-2-yl)piperidin-1-yl)ethan-1-one O1C(=CC=C1)CC(=O)N1C(CCCC1)C=1NC=C(N1)C1=CC=CC=C1